N-(5-bromo-2-hydroxypyridin-3-yl)-6-(2-fluoroethoxy)pyrimidine-4-carboxamide methyl-(5-amino-4-chloropyridin-2-yl)carbamate CN(C(O)=O)C1=NC=C(C(=C1)Cl)N.BrC=1C=C(C(=NC1)O)NC(=O)C1=NC=NC(=C1)OCCF